1-((3S,5R)-1-acryloyl-5-(methoxymethyl)pyrrolidin-3-yl)-3-(((S)-7-chloro-1-methyl-2,3-dihydro-1H-benzo[d]pyrrolo[1,2-a]imidazol-6-yl)ethynyl)-5-(methylamino)-1H-pyrazole-4-carboxamide C(C=C)(=O)N1C[C@H](C[C@@H]1COC)N1N=C(C(=C1NC)C(=O)N)C#CC=1C(=CC2=C(N=C3N2[C@H](CC3)C)C1)Cl